N,N1-Bis-(4-ethylphenyl)-6-morpholine-4-yl-[1,3,5]triazine-2,4-diamine hydrochloride Cl.C(C)C1=CC=C(C=C1)NC1N(C(=NC(=N1)N)N1CCOCC1)C1=CC=C(C=C1)CC